3-[2-({[3-fluoro-1-(3-fluoro(2-pyridyl))cyclobutyl]methyl}amino)pyrimidin-5-yl]-4-hydroxybenzamide FC1CC(C1)(C1=NC=CC=C1F)CNC1=NC=C(C=N1)C=1C=C(C(=O)N)C=CC1O